BrC1=CC(=NC=C1)C(CF)O 1-(4-bromopyridin-2-yl)-2-fluoroethane-1-ol